C(C)(C)(C)OC(=O)N1CC=2N(CC1)N=C(C2)NC=2C(=NC=C(C2)N2C[C@@H](CCC2)N2C(N(CC2)C)=O)C(N)=O 2-({2-carbamoyl-5-[(3R)-3-(3-methyl-2-oxoimidazolidin-1-yl)piperidin-1-yl]Pyridin-3-yl}amino)-4H,6H,7H-pyrazolo[1,5-a]Pyrazine-5-carboxylic acid tert-butyl ester